2,3-dimethyl-1,4-pentanediamine CC(CN)C(C(C)N)C